4-chloro-2-methoxy-6-methylpyrimidine ClC1=NC(=NC(=C1)C)OC